ClC1=C(OC(C(=O)N[C@H]2C[C@H](NCC2)C)C)C=CC=C1 (2-chlorophenoxy)-N-((2R,4R)-2-methylpiperidin-4-yl)propanamide